1-(2-Chlorophenyl)-7-isopropyl-4-(methylamino)pyrido[2,3-d]pyrimidin-2(1H)-one ClC1=C(C=CC=C1)N1C(N=C(C2=C1N=C(C=C2)C(C)C)NC)=O